C(C)(C)(C)OC(=O)N1C=C(C2=CC=C(C=C12)OCC1=CC=CC=C1)C=1C(N(C(C1C1=CNC2=CC(=CC=C12)OCC1=CC=CC=C1)=O)CC1=C(C=C(C=C1)OC)OC)=O 6-(benzyloxy)-3-[4-[6-(benzyloxy)-1H-indol-3-yl]-1-(2,4-dimethoxybenzyl)-2,5-dioxo-2,5-dihydro-1H-pyrrol-3-yl]-1H-indole-1-carboxylic acid tert-butyl ester